7-(5-(5-(2-Fluoro-6-methylphenyl)-6-oxo-5,6-dihydro-1H-pyrazolo[4,3-c]pyridazin-3-yl)pyridin-2-yl)tetrahydro-1H-oxazolo[3,4-a]pyrazin-3(5H)-on FC1=C(C(=CC=C1)C)N1N=C2C(=CC1=O)NN=C2C=2C=CC(=NC2)N2CC1N(CC2)C(OC1)=O